C(C)OC(C(CC(C)=O)C)=O 2-Methyl-4-oxovaleric acid ethyl ester